BrC1=CC2=C(C(CN(CC2)S(=O)(=O)C2=CC=C(C)C=C2)N)C=C1 7-bromo-3-tosyl-2,3,4,5-tetrahydro-1H-benzo[d]azepin-1-amine